3-trimethoxysilyl-1-propyl thioacetate C(C)(=S)OCCC[Si](OC)(OC)OC